N1C=CC2=CC=C(C=C12)CNC1=CN=C2C(=N1)N=C(C=C2)NCC(CO)(C)C 3-[(3-{[(1H-indol-6-yl)methyl]amino}pyrido[2,3-b]pyrazin-6-yl)amino]-2,2-dimethylpropan-1-ol